FC(OC=1C=C(C=CC1)N1N=C(C2=CC(=CC=C12)C(=O)NC1(CS(C1)(=O)=O)C)I)F 1-(3-(difluoromethoxy)phenyl)-3-iodo-N-(3-methyl-1,1-dioxidothietan-3-yl)-1H-indazole-5-carboxamide